(1-(4-((4-(3-((2-((1S)-1-((tetrahydro-2H-pyran-2-yl)oxy)ethyl)-1H-imidazol-1-yl)methyl)isoxazol-5-yl)phenyl)ethynyl)benzyl)piperidin-4-yl)methanol O1C(CCCC1)O[C@@H](C)C=1N(C=CN1)CC1=NOC(=C1)C1=CC=C(C=C1)C#CC1=CC=C(CN2CCC(CC2)CO)C=C1